(S)-2-(6-(difluoromethyl)pyridin-3-yl)-N-(2-methyl-5-(2-(2-methylpyrrolidin-1-yl)acetamido)pyridin-3-yl)-1H-pyrrolo[2,3-b]pyridine-5-carboxamide FC(C1=CC=C(C=N1)C1=CC=2C(=NC=C(C2)C(=O)NC=2C(=NC=C(C2)NC(CN2[C@H](CCC2)C)=O)C)N1)F